(1-(3-(thiophen-2-yl)phenyl)cyclopropyl)benzamide S1C(=CC=C1)C=1C=C(C=CC1)C1(CC1)C1=C(C(=O)N)C=CC=C1